FC(=CC=1C=C(C=CC1)CNC(=O)NC12CC(C1)(C2)F)F 1-[[3-(2,2-difluoroethenyl)phenyl]methyl]-3-(3-fluoro-1-bicyclo[1.1.1]pentanyl)urea